C(C(=O)N)(=O)O.C(C1=CC=CC=C1)(=N)N Benzamidine oxamate